C(#N)C1=CCCN(C1)C(C(=O)NC=1SC(=CN1)OC1=CC(=CC=C1)F)C 2-(5-cyano-3,6-dihydropyridin-1(2H)-yl)-N-(5-(3-fluorophenoxy)thiazol-2-yl)propanamide